2-(4-((2-oxopyrrolidin-1-yl)methyl)piperidin-1-yl)-5-(1-(tetrahydro-2H-pyran-2-yl)-1H-pyrazol-4-yl)benzonitrile O=C1N(CCC1)CC1CCN(CC1)C1=C(C#N)C=C(C=C1)C=1C=NN(C1)C1OCCCC1